C1(CC1)CCC(C(=O)N[C@@H]1C(C1)(C)C)=O 1-Cyclopropyl-4-(((S)-2,2-dimethylcyclopropyl)amino)-3,4-dioxobutan